C[C@H]1N(C[C@@H](NC1)C1=CC=CC=C1)C(=O)C1(CC1)C ((2R,5S)-2-methyl-5-phenylpiperazin-1-yl)(1-methylcyclopropyl)methanone